fluoro-3-oxospiro[cyclohexane-1,1'-indene] FC=1C2(C3=CC=CC=C3C1)CC(CCC2)=O